(R)-2-(3-(4-amino-2-oxo-3-(4-phenoxyphenyl)-2,3-dihydro-1H-imidazo[4,5-c]pyridin-1-yl)piperidine-1-carbonyl)-3-(tetrahydro-2H-thiopyran-4-yl)acrylonitrile NC1=NC=CC2=C1N(C(N2[C@H]2CN(CCC2)C(=O)C(C#N)=CC2CCSCC2)=O)C2=CC=C(C=C2)OC2=CC=CC=C2